O=C([C@H](C1=CC=CC=C1)NCCC1=CC=C(C#N)C=C1)C1=CNC2=CC(=CC=C12)C(=O)N1CCCC1 |r| (S)- and (R)-4-(2-((2-oxo-1-phenyl-2-(6-(pyrrolidine-1-carbonyl)-1H-indol-3-yl)ethyl)amino)ethyl)benzonitrile